CC1=NC=CC=C1C=O 2-methylpyridine-3-carbaldehyde